1-(5-(2-fluorophenyl)-1-((3-(3-methoxyprop-1-yn-1-yl)phenyl)sulfonyl)-1H-pyrrol-3-yl)-N-methylmethanamine hydrochloride Cl.FC1=C(C=CC=C1)C1=CC(=CN1S(=O)(=O)C1=CC(=CC=C1)C#CCOC)CNC